3-Butenamine C(CC=C)N